FC1=C(C=CC=C1)C1=CN=C(N1COCC[Si](C)(C)C)[C@H](C\C=C\CCC(=O)C=1N=COC1)NC(OC(C)(C)C)=O (S,E)-tert-butyl (1-(5-(2-fluorophenyl)-1-((2-(trimethylsilyl)ethoxy)methyl)-1H-imidazol-2-yl)-7-(oxazol-4-yl)-7-oxohept-3-en-1-yl)carbamate